BrC=1C=CC(=NC1C)C(=O)N(C)C 5-bromo-N,N,6-trimethylpicolinamide